(S)-5-((8-isopropyl-4-((3-nitrophenyl)amino)pyrazolo[1,5-a][1,3,5]triazin-2-yl)amino)-2,2-dimethylpiperidine C(C)(C)C=1C=NN2C1N=C(N=C2NC2=CC(=CC=C2)[N+](=O)[O-])N[C@H]2CCC(NC2)(C)C